tert-Butyl 4-(4-(hydroxymethyl)naphthalen-1-yl)piperazine-1-carboxylate OCC1=CC=C(C2=CC=CC=C12)N1CCN(CC1)C(=O)OC(C)(C)C